ClC1=CC2=C(C=N1)N=CN2C 6-chloro-1-methyl-imidazo[4,5-c]pyridine